S1C(=NC2=C1C=CC=C2)NC(=O)C2=C(C=C(C=C1CCN(CC1)C(=O)NC1=CC=C(C=C1)F)C=C2)C 4-(4-(benzo[d]thiazol-2-ylcarbamoyl)-3-methylbenzylidene)-N-(4-fluorophenyl)piperidine-1-carboxamide